FC1CC(N(C1)C(CCCN1C(=NC=C1)C)=O)C(=O)NC(C1=CC=C(C=C1)C(C)C)C1=CC=CC=C1 4-fluoro-1-[4-(2-methyl-1H-imidazol-1-yl)butanoyl]-N-{phenyl[4-(propan-2-yl)phenyl]methyl}pyrrolidine-2-carboxamide